COC1=CC=C(C=C1)C1=NN2C(=NC=3C=CC=C(C3C2=N1)C)N[C@H]1C(NCCNC1)=O (6R)-6-{[2-(4-methoxyphenyl)-10-methyl-[1,2,4]triazolo[1,5-c]quinazolin-5-yl]amino}-1,4-diazepan-5-one